N-(7-bromo-2-(4-fluorobenzoyl)isoindolin-5-yl)-2-(2-chlorophenyl)acetamide BrC=1C=C(C=C2CN(CC12)C(C1=CC=C(C=C1)F)=O)NC(CC1=C(C=CC=C1)Cl)=O